CC=1NC(C=C(N1)C)=O 2,4-dimethyl-1H-pyrimidin-6-one